OCC[N+](C)(C)C.C(C(O)C(O)C(=O)O)(=O)O.C(C(O)C(O)C(=O)O)(=O)O Di-tartaric acid choline